ClC=1C=CC(=C(C(=O)N[C@@H](C)C2=CC=C(C(=O)O)C=C2)C1)OC1=C(C(=CC=C1)F)F 4-((1S)-1-{[5-chloro-2-(2,3-difluorophenoxy)benzoyl]amino}ethyl)benzoic acid